[N+](=O)([O-])C=1C=CC=C2CCCN(C12)C(CC)=O 1-(8-nitro-3,4-dihydroquinolin-1(2H)-yl)propan-1-one